carbazolyl-3,5-dicyanopyridine C1(=CC=CC=2C3=CC=CC=C3NC12)C1=NC=C(C=C1C#N)C#N